OCCC1=CC=CC=C1 β-hydroxyethylbenzene